tert-butyl 5-isobutyl-1,3,4,5-tetrahydro-2H-pyrido[4,3-b]indole-2-carboxylate C(C(C)C)N1C2=C(C=3C=CC=CC13)CN(CC2)C(=O)OC(C)(C)C